tert-butyl N-{3-[2,2,2-trifluoro-N-(1-methyl-1H-pyrazol-4-yl)acetamido]cyclopentyl}carbamate FC(C(=O)N(C=1C=NN(C1)C)C1CC(CC1)NC(OC(C)(C)C)=O)(F)F